NC(CCO)C1=CC=CC=C1 3-Amino-3-phenylpropanol